1-(t-butyldimethylsilyloxy)hexyl-lithium [Si](C)(C)(C(C)(C)C)OC(CCCCC)[Li]